C(CSCCSCCO)O 3,6-dithia-1,8-octanediol